6-cyclopropoxy-N-(1-((1s,2r)-2-fluorocyclopropyl)-2-oxo-1,2-dihydropyridin-3-yl)-2-(1-(methoxymethyl)-2-oxabicyclo[2.1.1]hex-4-yl)-2H-pyrazolo[3,4-b]pyridine-5-carboxamide C1(CC1)OC=1C(=CC=2C(N1)=NN(C2)C21COC(C2)(C1)COC)C(=O)NC=1C(N(C=CC1)[C@@H]1[C@@H](C1)F)=O